OC=1C=CC=C2CC(COC12)NC(C=C)=O N-(8-hydroxychroman-3-yl)acrylamide